amino-pentaethylene glycol NC(COCCOCCOCCOCCO)O